CN1N=CC=2C1=NC(=CC2N2CC1=C(CC2)N(N=C1C)CC12CCC(CC1)(CC2)NC(CN2CC(C2)F)=O)C N-(4-((5-(1,6-dimethyl-1H-pyrazolo[3,4-b]pyridin-4-yl)-3-methyl-4,5,6,7-tetrahydro-1H-pyrazolo[4,3-c]pyridin-1-yl)methyl)bicyclo[2.2.2]octan-1-yl)-2-(3-fluoroazetidin-1-yl)acetamide